O1C(OCC1)C1=C(C(=CC=C1OCC1=CC=C(C=C1)OC)F)C#CC1=NC=CC(=C1)C(=O)O 2-{2-[2-(1,3-dioxolan-2-yl)-6-fluoro-3-[(4-methoxyphenyl)methoxy]phenyl]ethynyl}pyridine-4-carboxylic acid